C1(CC2C(CC1)O2)C(C[Si](OC)(OC)OC)C 2-(3,4-epoxycyclohexyl)propyltri-methoxysilane